BrC=1C=CC(=C(C1)NC(=O)NC1=CC(=CC=C1)Br)CO 1-(5-bromo-2-hydroxymethylphenyl)-3-(3-bromophenyl)urea